ClC1=NC2=CC(=CC=C2C=C1)OC[C@@H]1[C@]([C@H](C(O1)O)O)(O)C=C (3R,4S,5R)-5-(((2-chloroquinolin-7-yl)oxy)methyl)-4-vinyltetrahydrofuran-2,3,4-triol